C(C)(C)(C)OC(CC1=C(C(=C(C=C1)[N+](=O)[O-])N(CC1=CC=CC=C1)CC1=CC=CC=C1)F)=O 2-[3-(dibenzylamino)-2-fluoro-4-nitrophenyl]acetic acid tert-butyl ester